1,2-bis(3,3,3-trifluoropropeneoxy)ethane FC(C=COCCOC=CC(F)(F)F)(F)F